FC1=C(C=2C=NC(=NC2C=C1C=1C=NC=CC1C)NC1=CC=C2CCN(CC2=C1)C)N 6-fluoro-7-(4-methylpyridin-3-yl)-N~2~-(2-methyl-1,2,3,4-tetrahydroisoquinolin-7-yl)quinazoline-2,5-diamine